C(C)(C)(C)OC(=O)N1C(N([C@@H](C1)C(N(C)C1=C(C(=C(C=C1)F)Cl)F)=O)C1=CC(=C2C(=N1)SC(=C2)C(=O)OC)C(F)(F)F)=O methyl (S)-6-(3-(tert-butoxycarbonyl)-5-((3-chloro-2,4-difluorophenyl)(methyl)carbamoyl)-2-oxoimidazolidin-1-yl)-4-(trifluoromethyl)thieno[2,3-b]pyridine-2-carboxylate